CCCCCCCCCCCCCC(=O)OC[C@H](COP(=O)(O)OC[C@@H](C(=O)O)N)OC(=O)CCCCCCC/C=C\CCCCCCC 1-tetradecanoyl-2-(9Z-heptadecenoyl)-glycero-3-phosphoserine